ClC1=CC(=C(C=C1)CC#N)F 2-(4-chloro-2-fluoro-phenyl)acetonitrile